4-hydroxybutyl vinyl ether C(=C)OCCCCO